tert-butyl (2-(6-chloropicolinamido)ethyl)carbamate ClC1=CC=CC(=N1)C(=O)NCCNC(OC(C)(C)C)=O